FC(CS(=O)(=O)N1CCC(CC1)COC=1C(C=COC1)=O)(F)F 5-((1-((2,2,2-trifluoroethyl)sulfonyl)piperidin-4-yl)-methoxy)-4H-pyran-4-one